(5-(benzylthio)-3-fluoropyridin-2-yl)methylamine C(C1=CC=CC=C1)SC=1C=C(C(=NC1)CN)F